methyl-2-(prop-1-yn-1-yl)-1H-imidazole CN1C(=NC=C1)C#CC